C1(=CC=CC2=CC=CC=C12)C1=CC=C(C=C1)NC=1C=CC2=C(OC3=C2C=CC=C3)C1 N-(4-(naphthalen-1-yl)phenyl)dibenzo[B,d]furan-3-amine